hydroxy ethylhexyl-acrylate C(C)C=C(C(=O)OO)CCCCCC